CN1N=NC(=C1NC(O[C@H](C)C1=CC(=NC=C1F)F)=O)C1=NC=C(C=C1)NS(=O)(=O)C (R)-1-(2,5-difluoro-pyridin-4-yl)ethyl (1-methyl-4-(5-(methyl-sulfonamido)pyridin-2-yl)-1H-1,2,3-triazol-5-yl)carbamate